Decafluoroaniline FC=1C(C(C(C(N(F)F)(C1)F)(F)F)(F)F)(F)F